N1C=CC2=CC=C3C(=C12)C1=C([Se]3)C=CC=C1 benzoselenophenoindole